[Br-].CC(CC(CC)(CC)CC)([NH+]([SiH3])CCCCCCCCCCCCCCCC)C Dimethyl-hexadecyl-triethyl-silyl-propyl-ammonium bromide